OCC1CC2=CC3=C(C(OC3=O)=O)C=C2C1 6-(hydroxymethyl)-6,7-dihydro-1H-indeno[5,6-c]furan-1,3(5H)-dione